CC=1C(CCC(C1)(C)C)C(C=CC)=O 1-(2,4,4-Trimethyl-2-cyclohexen-1-yl)-2-buten-1-on